N1=CC=C(C=C1)NC(=O)C1CCCCC1 N-(4-pyridyl)cyclohexane-carboxamide